COC(C1=NC=CC=C1C(=O)N1CCC(CC1)C1=NC(=CC=C1)OCC1=C(C=C(C=C1)C#N)F)=O (4-(6-((4-cyano-2-fluorobenzyl)oxy)pyridin-2-yl)piperidine-1-carbonyl)picolinic acid methyl ester